tert-butyl (S)-4-(2,2-difluoroethyl)-1,2,3-oxathiazolidine-3-carboxylate FC(C[C@@H]1N(SOC1)C(=O)OC(C)(C)C)F